OB1OCC2C1=CC(=CC2)\C=N\N(C2=NS(C1=C2C=CC=C1)(=O)=O)CC(C)C N-[(E)-(1-hydroxy-3,4-dihydro-2,1-benzoxaborole-6-yl)methyleneamino]-N-isobutyl-1,1-dioxo-1,2-benzothiazol-3-amine